FC=1C=C2CN(CC2=CC1)C1=NC2=C(C=C(C=C2C(N1C1CCOCC1)=O)C)C(C)O 2-(5-Fluoro-1,3-dihydroisoindol-2-yl)-8-(1-hydroxyethyl)-6-methyl-3-(oxan-4-yl)quinazolin-4-one